3,5-bis(trifluoromethyl)pyrazole FC(C1=NNC(=C1)C(F)(F)F)(F)F